(R)-1-(4-((2-(3-Fluorophenyl)-2-hydroxyethyl)amino)-4-methylpiperidin-1-yl)ethan-1-one FC=1C=C(C=CC1)[C@H](CNC1(CCN(CC1)C(C)=O)C)O